(3s,4s)-3-fluoro-4-hydroxypiperidine-1-carboxylic acid tert-butyl ester C(C)(C)(C)OC(=O)N1C[C@@H]([C@H](CC1)O)F